ClC=1C2=C(N=CN1)NC(=C2)P(C)(C)=O (4-chloro-7H-pyrrolo[2,3-d]pyrimidin-6-yl)dimethylphosphine oxide